BrC1=CC(=C(OCC(=O)O)C=C1F)C(=O)C1CCC1 2-(4-bromo-2-(cyclobutylcarbonyl)-5-fluorophenoxy)acetic acid